C(C)OCOC1=C(C2=CC=CC=C2C=C1)SC1=C(C=CC2=CC=CC=C12)OCCN 2-[(1-{[2-(ethoxymethoxy)naphthalen-1-yl]sulfanyl}naphthalen-2-yl)oxy]ethan-1-amine